BrC1=CC=C(C=C1)C1(CC1)NC(OC(C)(C)C)=O tert-butyl (1-(4-bromophenyl)cyclopropyl)carbamate